2-(((benzyloxy)carbonyl)amino)-3-(oxetan-3-yl)acrylic acid methyl ester COC(C(=CC1COC1)NC(=O)OCC1=CC=CC=C1)=O